C(C)(C)(C)OC(=O)C=1CCC=2C=CC=CC2C1.C(C)(C)(C)C1=CC=C(C=C1)C#CC1=CC=C(C=C1)C(C)(C)C 1,2-bis(4-(tertiary butyl)phenyl)acetylene tert-butyl-naphthalene-7(5H)-carboxylate